NCC1=CC=C(COC(C)C=2C=CC=C3C(=C(NC23)C(=O)O)C2=CC(=C(C=C2)CS(=O)(=O)C)Cl)C=C1 7-(1-((4-(Aminomethyl)benzyl)oxy)ethyl)-3-(3-chloro-4-((methylsulfonyl)methyl)phenyl)-1H-indole-2-carboxylic acid